C(C)(=O)N1N=C(CC1C1=CC=C(C=C1)C)C=1C(NC2=CC=C(C=C2C1C1=CC=CC=C1)Cl)=O 3-[2-acetyl-3-(p-tolyl)-3,4-dihydropyrazol-5-yl]-6-chloro-4-phenyl-1H-quinolin-2-one